5-bromo-2-(isobutyryl-oxy)-3-((1-(4-(isobutyryloxy)phenyl)-4-methoxy-3-oxobutan-2-ylimino)methyl)phenyl 4-methylbenzoate CC1=CC=C(C(=O)OC2=C(C(=CC(=C2)Br)C=NC(CC2=CC=C(C=C2)OC(C(C)C)=O)C(COC)=O)OC(C(C)C)=O)C=C1